ClC=1C(=NC(=NC1)NC=1C(=NN(C1)C1CCC1)C)OCC1C(CNCC1)F 3-(4-((5-chloro-4-((3-fluoropiperidin-4-yl)methoxy)pyrimidin-2-yl)amino)-3-methyl-1H-pyrazol-1-yl)cyclobutane